C(C)(C)(C)OC(=O)N(C1=C(C(=NN1C1(N(CCC1)C(=O)[O-])C)C#C)C#N)C 5-[(tert-butoxycarbonyl)(methyl)amino]-4-cyano-3-ethynylpyrazol-1-yl-2-methylpyrrolidine-1-carboxylate